FC1=CC=CC=2NC(=NC21)C=2C=NC=C(C2N2CC(C2)CN)C2=CC(=CC(=C2)C)F 1-{1-[3-(4-fluoro-1H-1,3-benzodiazol-2-yl)-5-(3-fluoro-5-methylphenyl)pyridin-4-yl]azetidin-3-yl}methanamine